CC1(CN(CCO1)C1=NC=2N(C=C1)N=CC2C(=O)O)C 5-(2,2-Dimethylmorpholin-4-yl)pyrazolo[1,5-a]pyrimidine-3-carboxylic acid